[Si](C)(C)(C(C)(C)C)OCC1CCN(CC1)C=1C(=CC2=C(N=C(O2)C2CCC(CC2)C=O)C1)NC(=O)C1=NC(=CC=C1)C(F)(F)F 2-N-[5-[4-[[tert-butyl(dimethyl)silyl]oxymethyl]-1-piperidyl]-2-(4-formylcyclohexyl)-1,3-benzoxazol-6-yl]-6-(trifluoromethyl)pyridine-2-carboxamide